cyclohexylalanyl-(D)-arginyl-(D)-glutaminyl-(D)-arginyl-(D)-arginine acetate C(C)(=O)O.C1(CCCCC1)N[C@@H](C)C(=O)N[C@H](CCCNC(N)=N)C(=O)N[C@H](CCC(N)=O)C(=O)N[C@H](CCCNC(N)=N)C(=O)N[C@H](CCCNC(N)=N)C(=O)O